C1(=C(C(=CC=C1)P([O-])[O-])P([O-])[O-])C1=CC=CC=C1 biphenyldiphosphonit